NC(C(=O)OC(C)C)(C)C isopropyl 2-amino-2-methyl-propanoate